OCCN1N=C(C(=C1)NC=1N=CC2=C(N1)N(C(=C2)C#N)[C@H](COC)C)O[C@H]2COCC2 2-((1-(2-hydroxyethyl)-3-(((R)-tetrahydrofuran-3-yl)oxy)-1H-pyrazol-4-yl)amino)-7-((S)-1-methoxypropane-2-yl)-7H-pyrrolo[2,3-d]pyrimidine-6-carbonitrile